[Si](C1=CC=CC=C1)(C1=CC=CC=C1)(C(C)(C)C)OCCCCCCCCCCC(CCCCCCCCC=CCC=CCCCCC)=O 1-((tert-butyldiphenylsilyl)oxy)nonacosa-20,23-dien-11-one